OC(CC1=NNC2=NC=C(C=C21)C(=O)NC2(CS(C2)(=O)=O)C)(C)C 3-(2-hydroxy-2-methylpropyl)-N-(3-methyl-1,1-dioxidothietan-3-yl)-1H-pyrazolo[3,4-b]pyridine-5-carboxamide